3-Bromo-4-chloro-2-fluoroaniline BrC=1C(=C(N)C=CC1Cl)F